C1CN(CCC12CCCCC2)CCOC=2C=C(C=1N(C2)N=CC1C#N)C1=NC=C(N=C1)N1CC2N(C(C1)C2)CC=2C=NC(=CC2)OC 6-(2-(3-azaspiro[5.5]undecan-3-yl)ethoxy)-4-(5-(6-((6-methoxypyridine-3-yl)methyl)-3,6-diazabicyclo[3.1.1]heptan-3-yl)pyrazin-2-yl)pyrazolo[1,5-a]pyridine-3-carbonitrile